2-(3-(6-amino-2,5-difluoropyridin-3-yl)-7-(2-((tert-butyldimethylsilyl)oxy)ethoxy)imidazo[1,2-a]pyridin-6-yl)-3,3-dimethylbutan-2-ol NC1=C(C=C(C(=N1)F)C1=CN=C2N1C=C(C(=C2)OCCO[Si](C)(C)C(C)(C)C)C(C)(C(C)(C)C)O)F